ClC1=C(N)C=C(C(=C1)Cl)N1N=C(N(C1=O)C(F)F)C([2H])([2H])[2H] 2,4-dichloro-5-{4-(difluoromethyl)-3-[(2H3)methyl]-5-oxo-1,4-dihydro-1,2,4-triazol-1-yl}aniline